S1C2=C(C=C1C=O)C=1SC(=CC1C=1SC(=CC12)C=O)C=O benzo[1,2-b:3,4-b':5,6-b'']trithiophene-2,5,8-trioaldehyde